PYRIMIDINE-2-YL-SULFONAMIDE N1=C(N=CC=C1)S(=O)(=O)N